1-((E)-2-cyano-4,4-dimethylpent-2-enoyl)-4-(m-tolyl)tetrahydropyrrole-3-carboxylic acid C(#N)/C(/C(=O)N1CC(C(C1)C=1C=C(C=CC1)C)C(=O)O)=C\C(C)(C)C